C(C)(C)(C)C=1C=C(C=C(C1)C(C)(C)C)C1=CC=C(C=C1)NC1=CC=2C(C3=CC=CC=C3C2C=C1)(C)C N-(3',5'-di-t-butylbiphenyl-4-yl)-9,9-dimethyl-9H-fluoren-2-amine